ethyl 2-(3-(4-(tert-butoxycarbonyl) phenyl) ureido)-4-methylthiophene-3-carboxylate C(C)(C)(C)OC(=O)C1=CC=C(C=C1)NC(NC=1SC=C(C1C(=O)OCC)C)=O